C1(=CC=CC=C1)C(C1=CC=CC=C1)=NC1=CC2=C(NC(C(N2C)=O)=O)N=C1 7-((diphenylmethylene)amino)-1-methyl-2,3-dioxo-2,3-dihydropyrido[2,3-b]pyrazine